C(C=CC(=O)N)C=CC(=O)N methylenebis(acryl-amide)